NC=1C(=NC=C(N1)N1CCC(CC1)(C)N)SC=1C(=C(C=CC1)P(C1CC1)(C1CC1)=O)Cl (3-((3-amino-5-(4-amino-4-methylpiperidin-1-yl)pyrazin-2-yl)thio)-2-chlorophenyl)dicyclopropylphosphine oxide